COC1=CC=C(CN2C=3N(C4=CC=CC=C4C2=O)C(=NN3)CN3CCOCC3)C=C1 4-(4-methoxybenzyl)-1-(morpholinomethyl)-[1,2,4]triazolo[4,3-a]quinazolin-5(4H)-one